SCCC(=O)O.OC(CSCC(O)O)O dihydroxyethylthioether mono(3-mercaptopropionate)